C(C1=CC=CC=C1)(=O)OC1=NOC(C1)(C1=CC(=CC(=C1)C(F)(F)F)C(F)(F)F)C(F)(F)F 5-(trifluoromethyl)-(5-(3,5-bis(trifluoromethyl) phenyl)-4,5-dihydro-isoxazol-3-yl) benzoate